7-Hydroxynaphthalene-1,3-disulfonic acid OC1=CC=C2C=C(C=C(C2=C1)S(=O)(=O)O)S(=O)(=O)O